C1(CCCCC1)N1C(C2=C3C4=C(C(N(C(C4=CC=C3C1=O)=O)C1CCCCC1)=O)[Se]2)=O 2,6-dicyclohexylselenopheno[2,3,4,5-lmn][3,8]phenanthroline-1,3,5,7(2H,6H)-tetraone